S(=O)(CCC(=O)ON1C(CCC1=O)=O)CCC(=O)ON1C(CCC1=O)=O bis(2,5-dioxopyrrolidin-1-yl) 3,3'-sulfinyldipropionate